BrC1=NN(C(=N1)OC1=CC(=CC=C1)Cl)C 3-bromo-5-(3-chlorophenoxy)-1-methyl-1H-1,2,4-triazole